(4-methylpiperazin-1-yl)but-2-en-1-one CN1CCN(CC1)C(C=CC)=O